9-methyl-1H-carbazole CN1C2=CC=CC=C2C=2C=CCCC12